N-(4-((2-(1,1-difluoroethyl)-6-methylpyrimidin-4-yl)amino)-5-(5-methylpyridazin-3-yl)pyridin-2-yl)acetamide FC(C)(F)C1=NC(=CC(=N1)NC1=CC(=NC=C1C=1N=NC=C(C1)C)NC(C)=O)C